6-bromo-2-[4-deutero-4-[[6-oxo-5-(trifluoromethyl)-1-(2-trimethylsilylethoxymethyl)pyridazin-4-yl]amino]pentyl]-7,8-difluoro-isoquinolin-1-one BrC=1C=C2C=CN(C(C2=C(C1F)F)=O)CCCC(C)(NC=1C=NN(C(C1C(F)(F)F)=O)COCC[Si](C)(C)C)[2H]